N-(3-((3,4-dihydro-2H-pyrimido[1,2-c]quinazolin-10-yl)oxy)-2,4-difluorophenyl)propane-1-sulfonamide N=1CCCN2C=NC=3C=CC(=CC3C21)OC=2C(=C(C=CC2F)NS(=O)(=O)CCC)F